8-bromo-6-chloro-2-(pyridin-2-yl)imidazo[1,2-b]pyridazine BrC=1C=2N(N=C(C1)Cl)C=C(N2)C2=NC=CC=C2